OCC1=NN(C=C1)C(=O)OC(C)(C)C tert-Butyl 3-(hydroxymethyl)pyrazole-1-carboxylate